2-[(4-{3-[(4-chloro-2-fluorobenzyl)oxy]pyrazin-2-yl}piperidin-1-yl)methyl]-1-[(2S)-oxetan-2-ylmethyl]-1H-benzimidazole-6-carboxylic acid ClC1=CC(=C(COC=2C(=NC=CN2)C2CCN(CC2)CC2=NC3=C(N2C[C@H]2OCC2)C=C(C=C3)C(=O)O)C=C1)F